ClC1=CC=C(S1)CN(S(=O)(=O)N1CCOCC1)C1=CC(=NN1)C1CCN(CC1)S(=O)(=O)N1CCOCC1 N-[(5-chlorothiophen-2-yl)methyl]-N-{3-[1-(morpholine-4-sulfonyl)piperidin-4-yl]-1H-pyrazol-5-yl}morpholine-4-sulfonamide